5'-(2-(((1r,4r)-4-Aminocyclohexyl)amino)-1-phenylethyl)-2'-chloro-3',6-difluoro-5-(2-(methylamino)-2-oxoethoxy)-[1,1'-biphenyl]-2-carboxamide trifluoroacetate FC(C(=O)O)(F)F.NC1CCC(CC1)NCC(C1=CC=CC=C1)C=1C=C(C(=C(C1)C=1C(=CC=C(C1F)OCC(=O)NC)C(=O)N)Cl)F